BrC=1C=CC(=C(C1)S(=O)(=O)NC=1C(=C(C(=O)NCCO)C=C(C1)C1(CCC1)C#N)O)O 3-((5-Bromo-2-hydroxyphenyl)sulfonamido)-5-(1-cyanocyclobutyl)-2-hydroxy-N-(2-hydroxyethyl)benzamide